2-chloro-5-(propylthio)pyrimidine ClC1=NC=C(C=N1)SCCC